OC1(CC(CCN)=CC=C1)O 3,3-dihydroxyphenethylamine